tert-butyl 4-((3-(methoxy(methyl)carbamoyl)-5-sulfamoylfuran-2-yl)methyl)piperazine-1-carboxylate CON(C(=O)C1=C(OC(=C1)S(N)(=O)=O)CN1CCN(CC1)C(=O)OC(C)(C)C)C